2-(1-(5-(trifluoromethyl)pyridin-3-yl)cyclopropyl)-6,7,8,9-tetrahydro-3H-pyrimido[5,4-c]azepin-4(5H)-one FC(C=1C=C(C=NC1)C1(CC1)C=1NC(C=2CNCCCC2N1)=O)(F)F